1-(3,5-Difluorophenyl)-5,5-dimethylimidazolidine-2,4-dione FC=1C=C(C=C(C1)F)N1C(NC(C1(C)C)=O)=O